(1,4-dioxane-2-yl)-3-(4-methoxyphenyl)-3-phenylindoline O1C(COCC1)N1CC(C2=CC=CC=C12)(C1=CC=CC=C1)C1=CC=C(C=C1)OC